FC=1C=C(C=CC1N1C(N(C=C1)C)=O)C1=C(C(=CC(=C1)C)C1=CC(=NC=C1)F)OC 1-(3-fluoro-3'-(2-fluoropyridin-4-yl)-2'-methoxy-5'-methyl-[1,1'-biphenyl]-4-yl)-3-methyl-1H-imidazol-2(3H)-one